C1(CC1)C1=C(C=CC(=C1)N1C[C@@H](N[C@@H](C1)C)C)NC1=NC=C(C(=N1)C1=CC2=C(C(N(CCS2(=O)=O)C2COC2)=O)S1)C(F)(F)F 7-(2-((2-cyclopropyl-4-((3S,5R)-3,5-dimethylpiperazin-1-yl)phenyl)amino)-5-(trifluoromethyl)pyrimidin-4-yl)-4-(oxetan-3-yl)-3,4-dihydrothieno[2,3-f][1,4]thiazepin-5(2H)-one 1,1-dioxide